Cl.C[C@@]1(CNCC1)CO ((R)-3-Methyl-pyrrolidin-3-yl)-methanol, hydrochloride salt